(8Z)-8-undecenyl-magnesium iodide C(CCCCCC\C=C/CC)[Mg]I